OC(=C(CCCCCCCCCCCCCCC(=O)O)O)CC dihydroxy-nonadec-16-enoic acid